CC(C)NC(=O)OC1CCC(CC1)C=1NN=C(C1)NC=1C=CC2=C(CCS2(=O)=O)C1 (1s,4s)-4-{5-[(1,1-dioxo-2,3-dihydro-1λ6-benzothiophen-5-yl)amino]-2H-pyrazol-3-yl}cyclohexyl (prop-2-ylamino)methanoate